ClC=1C(=NC=C(C1)C(F)(F)F)C(=O)NC(NC1=C(C=CC=C1C(NC)=O)C)=S 3-chloro-N-((2-methyl-6-(methylcarbamoyl)phenyl)thiocarbamoyl)-5-(trifluoromethyl)picolinamide